C(CCCC)P(C1=CSC=C1P(CCCCC)CCCCC)CCCCC 3,4-di(di-n-pentylphosphino)-thiophene